COC1=C(C(=NC=C1)C1=NC=CC=C1)OC Dimethoxy-2,2'-bipyridyl